2-(4-nitrobenzyl)propionitrile [N+](=O)([O-])C1=CC=C(CC(C#N)C)C=C1